NC=1N=NC(=CC1N1N=CC(=C1)N1CCN(CC1)C1CCC(CC1)C1=CC=CC=2N(CCOC21)[C@@H]2C(NC(CC2)=O)=O)C2=C(C(=CC=C2)F)O (3S)-3-[8-[4-[4-[1-[3-amino-6-(3-fluoro-2-hydroxy-phenyl)pyridazin-4-yl]pyrazol-4-yl]piperazin-1-yl]cyclohexyl]-2,3-dihydro-1,4-benzoxazin-4-yl]piperidine-2,6-dione